C(C)C(N)(C(=O)O)CC 2,2-diethylglycine